ClC=1C=NC(=NC1)C=1CN(CC1)C=1N=C(C2=C(N1)CC[S@]2=O)NC2(CCC2)CO |r| (R/S)-2-(3-(5-chloropyrimidin-2-yl)-2,5-dihydro-1H-pyrrol-1-yl)-4-((1-(hydroxymethyl)cyclobutyl)amino)-6,7-dihydrothieno[3,2-d]pyrimidine 5-oxide